tert-butyl (1-(4-ethoxy-5-((2-methylimidazo[1,2-a]pyridin-6-yl)carbamoyl)pyrimidin-2-yl)pyrrolidin-3-yl)(methyl)carbamate C(C)OC1=NC(=NC=C1C(NC=1C=CC=2N(C1)C=C(N2)C)=O)N2CC(CC2)N(C(OC(C)(C)C)=O)C